FC1=CC=C(C=C1)C1=NOC(=N1)C=1N=CC(=NC1)OC1=CC=C2C=C(N(C2=C1)C)C(=O)N1CCN(CC1)CC1=CC=C(C=C1)OCC(F)(F)F (6-((5-(3-(4-fluorophenyl)-1,2,4-oxadiazol-5-yl)pyrazin-2-yl)oxy)1-methyl-1H-indol-2-yl)(4-(4-(2,2,2-trifluoroethoxy)benzyl)piperazin-1-yl)methanone